NC1=C(C(=O)OC(C)(C)C)C=CC(=C1)C1CCN(CC1)C tert-butyl 2-amino-4-(1-methylpiperidin-4-yl)benzoate